4-(2-((4-methylpiperazin-1-yl)methyl)-5-(3-(m-tolyl)-1H-pyrazol-1-yl)thiazolo[5,4-d]pyrimidin-7-yl)morpholine CN1CCN(CC1)CC=1SC=2N=C(N=C(C2N1)N1CCOCC1)N1N=C(C=C1)C=1C=C(C=CC1)C